OC1(CCC(CC1)CNC1=C(C=C(C=C1)S(=O)(=O)NC(C1=CC=CC=C1)=O)[N+](=O)[O-])C N-((4-(((4-hydroxy-4-methylcyclohexyl)methyl)amino)-3-nitrophenyl)sulfonyl)benzamide